3-((R)-4-amino-6-(((S)-sec-butyl)(methyl)amino)pyrido[3,4-d]pyrimidin-8-yl)-2,4-dimethylphenol NC=1C2=C(N=CN1)C(=NC(=C2)N(C)[C@@H](C)CC)C=2C(=C(C=CC2C)O)C